CN(CCN(C=1C(=CC(=C(C1)OCC)NC1=NC=NC(=N1)N1CC(C2=NC(=CC=C21)C)(C)C)N)C)C N1-(2-(dimethylamino)ethyl)-5-ethoxy-N1-methyl-N4-(4-(3,3,5-trimethyl-2,3-dihydro-1H-pyrrolo[3,2-b]pyridin-1-yl)-1,3,5-triazin-2-yl)benzene-1,2,4-triamine